C(C)C1C=CC(CC1)=C 3-ethyl-6-methylenecyclohex-1-ene